C(C)N(CC)CC.[C@@H]1(C[C@H](O)[C@@H](CO)O1)N1C(=O)N=C(N)C=C1 2'-deoxycytidine triethylamine salt